C(C)(C)(C)C1=C(C=C(C=N1)C=1N=C2SCC(CN2C(C1C#N)=O)C)SC 8-[6-tert-butyl-5-(methylsulfanyl)pyridin-3-yl]-3-methyl-6-oxo-2H,3H,4H,6H-pyrimido[2,1-b][1,3]thiazine-7-carbonitrile